Trihydroxyadamantane-1-carboxylic acid OC12CC3(CC(CC(C1)(C3)C(=O)O)(C2)O)O